O1CCN(CC1)CCN1C(CCC2=CC=C(C=C12)C=1C=NC=CC1)=O 1-(2-morpholinoethyl)-7-(pyridin-3-yl)-3,4-dihydro-quinolin-2(1H)-one